2-(carbamylazo)isobutyronitrile C(N)(=O)N=NC(C#N)(C)C